C(C)(=O)C1=CC(=C(OC2=CC=CC(=N2)S(=O)(=O)NC(=O)C=2C(=NC=CC2)N2C(CC(C2)C)(C)C)C=C1)OC N-[[6-(4-Acetyl-2-methoxyphenoxy)-2-pyridyl]sulfonyl]-2-(2,2,4-trimethylpyrrolidin-1-yl)pyridin-3-carboxamid